C(C)(C)NN(NC(C)C)CC N,N-diisopropylaminoethylamine